5-amino-N-(pyridin-3-yl)-1H-pyrazole-4-carboxamide NC1=C(C=NN1)C(=O)NC=1C=NC=CC1